CC#CC(=O)O.C1(CC1)OC1CC1 cyclopropylether methyl-propiolate